N-(3-fluoro-4-(7-oxo-7,8-dihydro-1,8-naphthyridin-4-yl)benzyl)-N-methylsulfamide hydrochloride Cl.FC=1C=C(CN(S(=O)(=O)N)C)C=CC1C1=CC=NC=2NC(C=CC12)=O